1-(3-fluoro-2-methylphenyl)-5-(trifluoromethyl)-1H-pyrazole-4-carboxamide FC=1C(=C(C=CC1)N1N=CC(=C1C(F)(F)F)C(=O)N)C